6-(tri-fluoromethyl)pyridinecarboxamide FC(C1=CC=CC(=N1)C(=O)N)(F)F